6-bromo-N-(4-chloro-5-cyclopropyl-isothiazol-3-yl)-1H-pyrrolo[2,3-b]pyridine-3-sulfonamide BrC1=CC=C2C(=N1)NC=C2S(=O)(=O)NC2=NSC(=C2Cl)C2CC2